(S)-(1-cyclopropyl-2-oxo-ethyl)carbamic acid tert-butyl ester C(C)(C)(C)OC(N[C@H](C=O)C1CC1)=O